dicyclohexyl(2,5-dimethoxyphenyl)phosphine C1(CCCCC1)P(C1=C(C=CC(=C1)OC)OC)C1CCCCC1